C(C1=CC=CC=C1)OC(=O)N1CCC2=C(C(=C(C=C12)F)C=1CCN(CC1)C(=O)OC(C)(C)C)F 5-(1-tert-butoxycarbonyl-3,6-dihydro-2H-pyridin-4-yl)-4,6-difluoro-indoline-1-carboxylic acid benzyl ester